BrC1=C(\C=N\NC(=O)C2=NC(=CN=C2)C2=CC=C(C=C2)OC)C=CC=C1 (E)-N'-(2-bromobenzylidene)-6-(4-methoxyphenyl)pyrazine-2-carbohydrazide